pentyl hexanoate (pentyl hexanoate) C(CCCC)C(C(=O)O)CCCC.C(CCCCC)(=O)OCCCCC